C(C#CC)(=O)N1[C@@H](C[C@H](CC1)N1N=NC=2C(=NC=3C(=C(C(=CC3C21)Cl)C=2C=CC(=C1C=CC=NC21)F)Cl)OC[C@H]2N(CCC2)C)CC#N 2-((2S,4S)-1-(but-2-ynoyl)-4-(6,8-dichloro-7-(5-fluoroquinolin-8-yl)-4-(((S)-1-methylpyrrolidin-2-yl)methoxy)-1H-[1,2,3]triazolo[4,5-c]quinolin-1-yl)piperidin-2-yl)acetonitrile